BrC=1C=C2C(=NC=NC2=CC1OCCN(C)C)NC1=CC(=C(C=C1)OC1=CC=2N(C=C1)N=CN2)C 6-bromo-7-[2-(dimethylamino)ethoxy]-N-(3-methyl-4-{[1,2,4]triazolo[1,5-a]pyridin-7-yloxy}phenyl)quinazolin-4-amine